F[H-]F Bifluorid